ClC=1C=C(C=CC1C)C1=NC=C(C=C1)C 2-(3-Chloro-4-methylphenyl)-5-methylpyridine